CC1=C(OC=2C(=CC(N(C2)C)=O)C=2C3=C(C(N(C2)C)=O)NC(=C3)C=3C(=NN(C3)C(C)C)C#N)C(=CC=C1)C 4-{4-[5-(2,6-dimethylphenoxy)-1-methyl-2-oxopyridin-4-yl]-6-methyl-7-oxo-1H-pyrrolo[2,3-c]pyridin-2-yl}-1-isopropylpyrazole-3-carbonitrile